ClC1=NC(=CC=C1N1CCN(CC1)CC=1C=C2NC(C=3N(C2=CC1)C=CC3)=O)C(NC3CC3)=O 7-((4-(2-chloro-6-(cyclopropylcarbamoyl)pyridin-3-yl)piperazin-1-yl)methyl)pyrrolo[1,2-a]quinoxalin-4(5H)-one